ClC=1N=C(C2=C(N1)C(=C(N=C2)Cl)F)C2=CC1CCC(C2)N1C(=O)OC(C)(C)C tert-butyl 3-(2,7-dichloro-8-fluoropyrido[4,3-d]pyrimidin-4-yl)-8-azabicyclo[3.2.1]oct-2-ene-8-carboxylate